NC1=NC(=C(C(=N1)N[C@H](CC(=O)O)CCCC)CC1=C(C=CC(=C1)C(C)(C)C(=O)O)OC)CCC(=O)O (S)-3-((2-amino-6-(2-carboxyethyl)-5-(5-(2-carboxypropan-2-yl)-2-methoxy-benzyl)pyrimidin-4-yl)amino)heptanoic acid